6-amino-7-fluoro-4,4-dimethyl-1,3-dihydroquinolin-2-one NC=1C=C2C(CC(NC2=CC1F)=O)(C)C